COC1=CC=C(C=C1)CNC(OC1=CC=CC=C1)=O Phenyl N-[(4-methoxyphenyl) methyl]carbamate